((5-(4-methoxyphenyl)thiophen-2-yl)methyl)-phenylfuran-2-carboxamide COC1=CC=C(C=C1)C1=CC=C(S1)CC=1C(=C(OC1)C(=O)N)C1=CC=CC=C1